C(C1=CC=CC=C1)OCCOC1CN(CC(C1(F)F)C)C(=O)OC(C)(C)C tert-butyl 3-(2-benzyloxy-ethoxy)-4,4-difluoro-5-methyl-piperidine-1-carboxylate